tricyanocyanocyclohexane C(#N)C1(C(CCCC1)(C#N)C#N)C#N